FC([13C]=1[13CH]=[13C]([13CH]=[13CH][13C]1F)C=1C=C2C(=NC1)C=NN2CC=2OC(=NN2)C)F 2-((6-(3-(Difluoromethyl)-4-fluorophenyl-1,2,3,4,5,6-13C6)-1H-pyrazolo[4,3-b]pyridin-1-yl)methyl)-5-methyl-1,3,4-oxadiazole